C(C)N(C1=CC=C2C=CC(OC2=C1)=O)CC 7-diethylaminocoumarin